4-(1-((6-chloropyridazin-3-yl)methyl)-4-fluoro-benzimidazol-2-yl)-1,2,5-oxadiazol-3-amine ClC1=CC=C(N=N1)CN1C(=NC2=C1C=CC=C2F)C=2C(=NON2)N